C(#N)C(C(=O)OCCCCCC(C)C)=C(C1=CC=CC=C1)C1=CC=CC=C1 isooctyl α-cyano-β-phenylcinnamate